[Si](C)(C)(C(C)(C)C)OCC1=C(C=CC(=C1)[N+](=O)[O-])C1=C(C=NC=C1Cl)Cl 4-(2-(((tert-butyldimethylsilyl)oxy)methyl)-4-nitrophenyl)-3,5-dichloropyridine